N-((3R,4S)-4-((2-(2,6-dichloro-3,5-dimethoxyphenyl)-4-(3-(dimethylamino)azetidin-1-yl)pyrido[3,4-d]pyrimidin-6-yl)amino)tetrahydrofuran-3-yl)acrylamide ClC1=C(C(=C(C=C1OC)OC)Cl)C=1N=C(C2=C(N1)C=NC(=C2)N[C@H]2[C@H](COC2)NC(C=C)=O)N2CC(C2)N(C)C